N-(3-fluorobenzyl)-3-iodopyrazolo[1,5-a]pyrimidin-5-amine FC=1C=C(CNC2=NC=3N(C=C2)N=CC3I)C=CC1